C(C1=CC=CC=C1)C1(N(CCC1)C)COC1=NC2=C(C(=C(C=C2C(=N1)N1CC2CCC(C1)N2)Cl)C2=CC(=CC1=CC=CC=C21)O)F 4-{2-[(2-benzyl-1-methylpyrrolidin-2-yl)methoxy]-6-chloro-4-{3,8-diazabicyclo[3.2.1]oct-3-yl}-8-fluoroquinazolin-7-yl}naphthalen-2-ol